6-(4-fluoro-2-methoxy-phenyl)-1-[2-oxo-2-(2-thienyl)ethyl]-3H-imidazo[4,5-b]pyridin-2-one FC1=CC(=C(C=C1)C=1C=C2C(=NC1)NC(N2CC(C=2SC=CC2)=O)=O)OC